2-methyl-4-(4-methyl-1,4-diazepan-1-yl)-N-(quinolin-5-yl)benzamide CC1=C(C(=O)NC2=C3C=CC=NC3=CC=C2)C=CC(=C1)N1CCN(CCC1)C